C(C1=CC=CC=C1)N1CCC(CC1)C=1C=C2CN(C(C2=CC1F)=O)C1C(NC(CC1)=O)=O 3-(5-(1-benzylpiperidin-4-yl)-6-fluoro-1-oxoisoindolin-2-yl)piperidine-2,6-dione